(1r,3r)-3-((4-(2-chlorophenyl)thiazol-2-yl)carbamoyl)cyclobutane-1-carboxylate ClC1=C(C=CC=C1)C=1N=C(SC1)NC(=O)C1CC(C1)C(=O)[O-]